Propenyl glycidyl ether C(C1CO1)OC=CC